4-[2-(methylsulfonyl)-1,3-thiazol-4-yl]-2-(morpholin-4-yl)-8-(1H-pyrazol-5-yl)-1,7-naphthyridine CS(=O)(=O)C=1SC=C(N1)C1=CC(=NC2=C(N=CC=C12)C1=CC=NN1)N1CCOCC1